5-bromo-7-fluoro-2,3-dihydrobenzofuran BrC=1C=C(C2=C(CCO2)C1)F